1-(((3-Exo)-3-((7-((5-(hydroxymethyl)-1H-pyrazol-3-yl)amino)-1,6-naphthyridin-5-yl)amino)-9-azabicyclo[3.3.1]nonan-9-yl)sulfonyl)azetidine-3-carbonitrile OCC1=CC(=NN1)NC1=NC(=C2C=CC=NC2=C1)NC1CC2CCCC(C1)N2S(=O)(=O)N2CC(C2)C#N